sulfur dichloride chloride [S](Cl)(Cl)Cl